C(C)N1C[C@@H](C[C@H](C1)O)OC=1C=C2CN(C(C2=CC1)=O)N1C(CCCC1=O)=O (5-(((3r,5r)-1-ethyl-5-hydroxypiperidin-3-yl)oxy)-1-oxoisoindolin-2-yl)piperidine-2,6-dione